N-[2'-(Cyanomethyl)-2-methylbiphenyl-3-yl]-4,5,6,7-tetrahydro[1,3]thiazolo[5,4-c]pyridin-2-carboxamid C(#N)CC1=C(C=CC=C1)C1=C(C(=CC=C1)NC(=O)C=1SC=2CNCCC2N1)C